butan-1,4-diamine C(CCCN)N